5-((1-(5-(3-(Dimethylamino)pyrrolidin-1-yl)-6-methylpyridin-2-yl)-1H-imidazol-4-yl)amino)pyrazine-2-carbonitrile CN(C1CN(CC1)C=1C=CC(=NC1C)N1C=NC(=C1)NC=1N=CC(=NC1)C#N)C